C(C)OC(=O)C1CCC(CC1)C1=NC=C(C=C1)C(NCCOCCOCCNC(OC(C)(C)C)=O)=O.C(CCCCCCCCCCCCCCC)NC(CCCCCCCNC)=O N-hexadecyl-8-(methylamino)octanamide ethyl-(1r,4r)-4-(5-((2,2-dimethyl-4-oxo-3,8,11-trioxa-5-azatridecan-13-yl)carbamoyl)pyridin-2-yl)cyclohexane-1-carboxylate